4-methyl-3-((1-(1-methyl-1H-pyrazol-4-yl)-1H-benzo[d]imidazol-5-yl)ethynyl)-N-(4-(trifluoromethyl)pyridin-2-yl)benzamide CC1=C(C=C(C(=O)NC2=NC=CC(=C2)C(F)(F)F)C=C1)C#CC1=CC2=C(N(C=N2)C=2C=NN(C2)C)C=C1